C1N=CC2=C3C(C=CC=C13)=CC(=C2)S(=O)(=O)O 1H-benz[de]isoquinoline-5-sulfonic acid